N-(5-(2-(cyclobutylamino)acetamido)-2-methylpyridin-3-yl)-2-(6,7-dihydro-5H-pyrazolo[5,1-b][1,3]oxazin-3-yl)pyrazolo[5,1-b]thiazole-7-carboxamide C1(CCC1)NCC(=O)NC=1C=C(C(=NC1)C)NC(=O)C=1C=NN2C1SC(=C2)C=2C=NN1C2OCCC1